NC1=CC=C(C=C1)CC(=O)N1CCC(CC1)N1C(NC2=C1C=CC=C2)=O 1-(1-(2-(4-Aminophenyl)acetyl)piperidin-4-yl)-1H-benzo[d]imidazol-2(3H)-one